BrC=1C(=NN2C1O[C@@H](C[C@@H]2C)C)C2=NC=C(C=C2)F cis-3-Bromo-2-(5-fluoropyridin-2-yl)-5,7-dimethyl-6,7-dihydro-5H-pyrazolo[5,1-b][1,3]oxazine